CO[C@H](C)C=1C(=NN(C1C)C1=CC(=NC=N1)NC1=C(C(=NN1C)C1=CC=C(C#N)C=C1)C)C |r| racemic-4-{5-[(6-{4-[1-methoxyethyl]-3,5-dimethyl-1H-pyrazol-1-yl}pyrimidin-4-yl)amino]-1,4-dimethyl-1H-pyrazol-3-yl}benzonitrile